C1(=CC=C(C=C1)C1=CC(OC1)(C1(OCC(=C1)C1=CC=C(C=C1)C)C(=O)[O-])C(=O)[O-])C 4,4'-di-p-tolyl-[2,2'-bifuran]-2,2'(5H,5'H)-dicarboxylate